7-((5-chloro-2-((2-(difluoromethoxy)-4-(4-methylpiperazin-1-yl)phenyl)amino)pyrimidin-4-yl)amino)isoindolin-1-one ClC=1C(=NC(=NC1)NC1=C(C=C(C=C1)N1CCN(CC1)C)OC(F)F)NC=1C=CC=C2CNC(C12)=O